5-chloromethyl-3-methoxymethyl-1,2,4-oxadiazole ClCC1=NC(=NO1)COC